CC(C(C(C(C)(C)C)=O)=O)CCC.[La] lanthanum tetramethyl-heptanedione